hydrazinon N(N)=O